N-cyclobutyl-5-[2,6-dichloro-4-[6-(difluoromethyl)-3,5-dioxo-1,2,4-triazin-2-yl]phenoxy]-2-hydroxy-benzamide C1(CCC1)NC(C1=C(C=CC(=C1)OC1=C(C=C(C=C1Cl)N1N=C(C(NC1=O)=O)C(F)F)Cl)O)=O